N,N,N',N'-tetraglycidyl-p-phenylenediamine C(C1CO1)N(C1=CC=C(C=C1)N(CC1CO1)CC1CO1)CC1CO1